COC(C1=C(C(=CC(=C1)OC)O)N)=O 2-Amino-3-hydroxy-5-methoxybenzoic acid methyl ester